N[C@@H]1C(N(C2=C(OC1)C=CC(=C2)OC=2C=NN(C2)C)C)=O (S)-3-amino-5-methyl-7-((1-methyl-1H-pyrazol-4-yl)oxy)-2,3-dihydrobenzo[b][1,4]oxazepin-4(5H)-one